4-chloro-2-(1,1-difluoroethyl)-6-((1r,3r)-3-methoxycyclobutoxy)pyrimidine (E)-2-(((4-ethoxy-4-oxobut-2-en-1-yl)thio)(p-tolyl)methyl)-2-hydroxymalonate C(C)OC(/C=C/CSC(C(C(=O)O)(C(=O)O)O)C1=CC=C(C=C1)C)=O.ClC1=NC(=NC(=C1)OC1CC(C1)OC)C(C)(F)F